FC1=CC(=NN1)NC1=NC(=C2C=CC=NC2=C1)NC1CC2CCC(C1)N2CCC#N 3-((3-Exo)-3-((7-((5-fluoro-1H-pyrazol-3-yl)amino)-1,6-naphthyridin-5-yl)amino)-8-azabicyclo[3.2.1]oct-8-yl)propionitrile